C(C)(C)(C)OC(=O)N1[C@H]([C@H](CCC1)C(N(C1CN(CC1)C)C)=O)C(=O)O (2R,3S)-1-tert-butoxycarbonyl-3-[methyl-(1-methylpyrrolidin-3-yl)carbamoyl]piperidine-2-carboxylic acid